3,3-difluorocyclopent-1-enecarboxylate FC1(C=C(CC1)C(=O)[O-])F